N-(4-(decylamino)-4-oxobut-1-en-2-yl)-N,N-dimethyltetradecan-1-aminium chloride [Cl-].C(CCCCCCCCC)NC(CC(=C)[N+](CCCCCCCCCCCCCC)(C)C)=O